4-((2-(2,6-dioxo-piperidin-3-yl)-1-oxoisoindolin-4-yl)amino)-N-((8-hydroxy-5-methyl-quinolin-7-yl)(pyridin-3-yl)methyl)-butanamide O=C1NC(CCC1N1C(C2=CC=CC(=C2C1)NCCCC(=O)NC(C=1C=NC=CC1)C1=CC(=C2C=CC=NC2=C1O)C)=O)=O